4-Butyrylaminophenol C(CCC)(=O)NC1=CC=C(C=C1)O